((R)-3-(benzyloxycarbonylamino)-4-((3R,5S)-5-methyl-1-(pyrido[3,2-b]pyrazin-8-yl)piperidin-3-ylamino)-4-oxobutyl)dimethylsulfonium C(C1=CC=CC=C1)OC(=O)N[C@H](CC[S+](C)C)C(=O)N[C@H]1CN(C[C@H](C1)C)C1=CC=NC=2C1=NC=CN2